(R)-N'-((6-(2-methoxypyridin-4-yl)-2-methyl-3-(trifluoromethyl)phenyl)carbamoyl)-6,7-dihydro-5H-pyrazolo[5,1-b][1,3]oxazine-3-sulfonimidamide COC1=NC=CC(=C1)C1=CC=C(C(=C1NC(=O)N=[S@](=O)(N)C=1C=NN2C1OCCC2)C)C(F)(F)F